C(#N)C=1C=C(C=NC1)[C@H]1N(OCC1)C(=O)C1CCN(CC1)C1=CC(=NC=N1)C(=O)N 6-[4-[(3S)-3-(5-cyano-3-pyridinyl)isoxazolidine-2-carbonyl]-1-piperidinyl]pyrimidine-4-carboxamide